2,4-diaminobenzene NC1=CC=CC(=C1)N